ClC=1C=C(C=CC1F)NC1=NC=NC2=CC(=C(C=C12)NC(C=CCN1CCCC1)=O)OC 4-Pyrrolidin-1-yl-but-2-enoic acid [4-(3-chloro-4-fluoro-phenylamino)-7-methoxy-quinazolin-6-yl]amide